Methyl (4E)-4-hydroxyiminopentanoate O\N=C(\CCC(=O)OC)/C